(6-(1-(4-((tert-butyldiphenylsilyl)oxy)tetrahydrofuran-3-yl)piperidin-4-yl)-7-chloroisoquinolin-3-yl)-5-oxaspiro[2.4]heptane-1-carboxamide [Si](C1=CC=CC=C1)(C1=CC=CC=C1)(C(C)(C)C)OC1C(COC1)N1CCC(CC1)C=1C=C2C=C(N=CC2=CC1Cl)C1(CC12COCC2)C(=O)N